(5R)-tert-butyl 2-(3,5-dichlorophenyl)-5-methyl-4-(1-(trifluoromethyl)cyclopropanecarbonyl)piperazine-1-carboxylate ClC=1C=C(C=C(C1)Cl)C1N(C[C@H](N(C1)C(=O)C1(CC1)C(F)(F)F)C)C(=O)OC(C)(C)C